tert-butyl (R)-3-((6-(2-(ethoxymethoxy)-4-formylphenyl)-5-methylpyridazin-3-yl)amino)piperidine-1-carboxylate C(C)OCOC1=C(C=CC(=C1)C=O)C1=C(C=C(N=N1)N[C@H]1CN(CCC1)C(=O)OC(C)(C)C)C